19-methylarachidic acid CC(CCCCCCCCCCCCCCCCCC(=O)O)C